C1(CC1)CN1C(=CC=2C1=NC=CC2)C2=NC1=C(N2CCS(=O)C)C(=CC(=C1)C(=O)N1[C@@H]2CC[C@H](C1)[C@H]2N)OC (1R,4R,7R)-2-{2-[1-(Cyclopropylmethyl)-1H-pyrrolo[2,3-b]pyridin-2-yl]-1-(2-methanesulfinylethyl)-7-methoxy-1H-1,3-benzodiazole-5-carbonyl}-2-azabicyclo[2.2.1]heptan-7-amine